3-((7-chloro-1-methyl-6-((4-(methylamino)pyrazolo[1,5-a]pyrazin-3-yl)oxy)-1H-imidazo[4,5-b]pyridin-2-yl)amino)-5-(trifluoromethyl)-2H-[1,3'-bipyridin]-2-one ClC1=C2C(=NC=C1OC=1C=NN3C1C(=NC=C3)NC)N=C(N2C)NC=2C(N(C=C(C2)C(F)(F)F)C=2C=NC=CC2)=O